O=C1NC(=CC=C1C(=O)NC(C1=C(C=CC=C1)C(F)(F)F)C1=CC=CC=C1)C(F)(F)F 2-oxo-N-(phenyl(2-(trifluoromethyl)phenyl)methyl)-6-(trifluoromethyl)-1,2-dihydropyridine-3-carboxamide